sodium 3-(cyclohexylamino)-2-hydroxy-1-propanesulfonate C1(CCCCC1)NCC(CS(=O)(=O)[O-])O.[Na+]